[C@@H]1([C@H](O)[C@@H](O)[C@H](O)[C@H](O1)C(=O)O)N β-d-glucopyranuronosylamine